(1S)-(7-(((5S)-3-(cyanomethyl)-2-oxo-5-(trifluoromethyl)pyrrolidin-3-yl)methyl)imidazo[1,2-b]pyridazin-2-yl)(4,4-difluorocyclohexyl)methanaminium 2,2,2-trifluoroacetate FC(C(=O)[O-])(F)F.C(#N)CC1(C(N[C@@H](C1)C(F)(F)F)=O)CC1=CC=2N(N=C1)C=C(N2)[C@@H]([NH3+])C2CCC(CC2)(F)F